CC(C(=O)NC1(CC1)CN1CCCC1)(C)N1C=CC=2C1=NC(=CC2)C 2-methyl-2-(6-methyl-1H-pyrrolo[2,3-b]pyridin-1-yl)-N-(1-(pyrrolidin-1-ylmethyl)cyclopropyl)propanamide